BrC1=NN2C(NC(=C(C2=O)N2CCN([C@H](CC2)C)C(=O)OC(C)(C)C)CC)=N1 tert-butyl (7S)-4-{2-bromo-5-ethyl-7-oxo-4H-[1,2,4]triazolo[1,5-a]pyrimidin-6-yl}-7-methyl-1,4-diazepane-1-carboxylate